3-(1-(3-(1,2,4-thiadiazol-3-yl)propyl)pyrrolidin-3-yl)-1H-indole S1N=C(N=C1)CCCN1CC(CC1)C1=CNC2=CC=CC=C12